N-ethyl-N-propylhydroxylamine C(C)N(O)CCC